4-(6-methoxy-pyridazin-3-yl)-phenylboronic acid COC1=CC=C(N=N1)C1=CC=C(C=C1)B(O)O